perfluoro vinyl ether phosphate P(=O)(O)(O)O.C(=C)OF